ClC(C1=NC(=NO1)C1=CC=C(CNC=2C(C(C2NC=2C=NC=CC2)=O)=O)C=C1)(F)F 3-((4-(5-(chlorodifluoromethyl)-1,2,4-oxadiazol-3-yl)benzyl)amino)-4-(pyridin-3-ylamino)cyclobut-3-ene-1,2-dione